(-)-menthoxyacetic acid CC1CCC(C(C1)OCC(=O)O)C(C)C